C1=CC=C(C(=C1)/C=C/C(=O)O)O trans-o-Coumaric acid